3-chloro-N-(2-hydroxy-2-(4-(trifluoromethyl)phenyl)ethyl)propanamide ClCCC(=O)NCC(C1=CC=C(C=C1)C(F)(F)F)O